OC1=C(C=C(CC2=C(C=C(OCC(=O)N(C)C)C=C2C)C)C=C1)C(C)C (4-(4-hydroxy-3-isopropylbenzyl)-3,5-dimethylphenoxy)-N,N-dimethylacetamide